C(C)OC(=O)\N=C(/SCC=O)\NC1=CC=C2CCN(CC2=C1)C(=O)OC(C)(C)C (Z)-tert-butyl 7-((((ethoxycarbonyl) imino) ((2-oxoethyl) thio) methyl) amino)-3,4-dihydroisoquinoline-2(1H)-carboxylate